tert-butyl 4-(3-(2,5-dichloropyrimidin-4-yl)-7-methylpyrazolo[1,5-a]pyridin-6-yl)piperidine-1-carboxylate ClC1=NC=C(C(=N1)C=1C=NN2C1C=CC(=C2C)C2CCN(CC2)C(=O)OC(C)(C)C)Cl